BrC1=C(C(=CC=C1)C(F)(F)F)CC 1-bromo-2-ethyl-3-(trifluoromethyl)benzene